2-(6-isopropenyl-3-methyl-1-cyclohexen-1-yl)-5-pentyl-1,3-benzenediol C(=C)(C)C1CCC(C=C1C1=C(C=C(C=C1O)CCCCC)O)C